BrC1=CC(=C(C=C1)[C@H]1COCCCN1C1=NC(=NC(=C1)C)N)Cl 4-[(3S)-3-(4-bromo-2-chloro-phenyl)-1,4-oxazepan-4-yl]-6-methyl-pyrimidin-2-amine